exo-N-[1-(6-ethoxypyridin-3-yl)cyclobutyl]-5-fluoro-1a,6b-dihydro-1H-cyclopropa[b][1]benzofuran-1-carboxamide C(C)OC1=CC=C(C=N1)C1(CCC1)NC(=O)C1C2OC3=C(C21)C=C(C=C3)F